COC=1C=C2C(=C3C(=NC2=CC1OC)CCCCC3)N[C@H]3CN(CCC3)C (3R)-N-{2,3-dimethoxy-6H,7H,8H,9H,10H-cyclohepta[b]quinolin-11-yl}-1-methylpiperidin-3-amine